C(C1=CC=CC=C1)N1C[C@H](C[C@H]1COC=1C=C(C=C(C1)C1=CC=C(C=C1)F)C1=CC=C(C=C1)F)C#N (3S,5S)-1-benzyl-5-(((4,4''-difluoro-[1,1':3',1''-terphenyl]-5'-yl)oxy)methyl)pyrrolidine-3-carbonitrile